2-(4,4-Difluoro-1-hydroxycyclohexyl)-N-((2-(2,2,2-trifluoroethoxy)pyridin-4-yl)methyl)acetamide FC1(CCC(CC1)(O)CC(=O)NCC1=CC(=NC=C1)OCC(F)(F)F)F